ClC=1C=C(C#N)C=CC1N1C=NC(=C1)C1=NC(=NC=C1Cl)NC1CCN(CC1)S(=O)(=O)C 3-Chloro-4-(4-(5-chloro-2-((1-(methylsulfonyl)-piperidin-4-yl)-amino)pyrimidin-4-yl)-1H-imidazol-1-yl)benzonitrile